C(C)O/C=C/C1=NN(C(C=C1C(F)(F)F)=O)C(C(=O)OC)CC(C)C (E)-methyl 2-(3-(2-ethoxyvinyl)-6-oxo-4-(trifluoromethyl)pyridazin-1(6H)-yl)-4-methylpentanoate